N-(6-chlorohexynyl)-N-(2-methylallyl)p-methylbenzenesulfonamide ClCCCCC#CN(S(=O)(=O)C1=CC=C(C=C1)C)CC(=C)C